COC=1C=C2C(NC(=NC2=CC1OC)C1=CC(=C(OCC(=O)N)C(=C1)C)C)=O 2-(4-(6,7-dimethoxy-4-oxo-3,4-dihydroquinazolin-2-yl)-2,6-dimethylphenoxy)acetamide